Natrium (S)-3-(3-(1,5-Dimethyl-4-oxido-2-oxo-1,2-dihydropyridin-3-yl)ureido)-3-(3'-methoxybiphenyl-3-yl)propanoat CN1C(C(=C(C(=C1)C)[O-])NC(N[C@@H](CC(=O)[O-])C=1C=C(C=CC1)C1=CC(=CC=C1)OC)=O)=O.[Na+].[Na+]